[C@H]1([C@H](O)[C@@H](O)[C@H](O)[C@H](O1)CO)O[C@@H]1[C@H]([C@H](O[C@@H]([C@H]1O)CO)O[C@H]1[C@@H](OCCCCCN)O[C@@H]([C@H]([C@@H]1O)O)CO)O 5-aminopentyl α-D-glucopyranosyl-(1→3)-α-D-glucopyranosyl-(1→2)-α-D-glucopyranoside